3-cyclohexylcyclobutan-1-one C1(CCCCC1)C1CC(C1)=O